CN(CCOC1=CSC=C1)C 3-(2-(dimethylamino)ethoxy)thiophene